lithium difluorosulfonyl-ammonium sulfite S(=O)([O-])[O-].FS(=O)(=O)[NH2+]S(=O)(=O)F.[Li+]